N12CCN(C(CC1)C2)C2=CC(=C(C=C2)NC2=NC=C(C(=N2)NCCCN2C(CCC2)=O)Br)CC 1-(3-((2-((4-(1,4-diazabicyclo[3.2.1]octan-4-yl)-2-ethylphenyl)amino)-5-bromopyrimidin-4-yl)amino)propyl)pyrrolidin-2-one